N-((R)-1-((S)-2-cyano-4,4-difluoropyrrolidin-1-yl)-1-oxopropan-2-yl)-5,6,7,8-tetrahydro-1,7-naphthyridine-3-carboxamide C(#N)[C@H]1N(CC(C1)(F)F)C([C@@H](C)NC(=O)C=1C=NC=2CNCCC2C1)=O